C1(CC1)[C@H](C(=O)N)N1[C@H]2CC(C[C@@H]1CC2)[C@@H]2[C@@H](CN(CC2)C2=NC=C(C=N2)F)OC (R)-2-cyclopropyl-2-((1R,3S,5S)-3-((3S,4R)-1-(5-fluoropyrimidin-2-yl)-3-methoxypiperidin-4-yl)-8-azabicyclo[3.2.1]octan-8-yl)acetamide